CC1(CCC=2C(=NNC2C1)C(CC(=O)OCC1=CC=CC=C1)=O)C benzyl 3-(6,6-dimethyl-1,4,5,7-tetrahydroindazol-3-yl)-3-oxopropionate